7,7-dimethyl-9-(trifluoromethyl)-3,4,7,8-tetrahydro-2H-cyclopenta[4,5]pyrrolo[1,2-a]pyrazin-1(6H)-one CC1(CC2=C(C(=C3N2CCNC3=O)C(F)(F)F)C1)C